1-{[(3R,5S)-5-methyl-1-oxospiro[2.5]octan-5-yl]methyl}-1H-benzimidazole-6-carbonitrile C[C@]1(C[C@@]2(CC2=O)CCC1)CN1C=NC2=C1C=C(C=C2)C#N